1-[3-acetyl-6-[6-fluoro-5-[[(3s,4r)-4-fluoropyrrolidin-3-yl]amino]benzimidazol-1-yl]-2-pyridinyl]-5-methyl-pyrazole-3-carbonitrile C(C)(=O)C=1C(=NC(=CC1)N1C=NC2=C1C=C(C(=C2)N[C@H]2CNC[C@H]2F)F)N2N=C(C=C2C)C#N